(2R)-1-[(4aR,8aS)-3,4,4a,5,6,7,8,8a-octahydro-2H-quinolin-1-yl]-3-[benzyl(methyl)amino]-2-[cyclopropyl-[(4-ethylphenyl)methyl]amino]propan-1-one N1(CCC[C@H]2CCCC[C@H]12)C([C@@H](CN(C)CC1=CC=CC=C1)N(CC1=CC=C(C=C1)CC)C1CC1)=O